2-(7-chloroimidazo[1,5-a]pyridin-1-yl)-N-(6-((6-cyclopropylimidazo[1,2-a]pyridin-2-yl)difluoromethyl)pyrimidin-4-yl)acetamide formic acid salt C(=O)O.ClC1=CC=2N(C=C1)C=NC2CC(=O)NC2=NC=NC(=C2)C(F)(F)C=2N=C1N(C=C(C=C1)C1CC1)C2